4,5-dimethyl-6-(3-pyrrolidin-1-yl-7,8-dihydro-5H-1,6-naphthyridin-6-yl)pyridazine-3-carbonitrile CC1=C(N=NC(=C1C)N1CC=2C=C(C=NC2CC1)N1CCCC1)C#N